F[C@H]1[C@@]2(CCC[C@](C[C@H]1OC=1N=CC(=NC1)C1=C(C=C(C=C1)N1C=NC=C1)O)(N2)C)C 2-(5-(((1s,2s,3r,5r)-2-fluoro-1,5-dimethyl-9-azabicyclo[3.3.1]non-3-yl)oxy)pyrazin-2-yl)-5-(1H-imidazol-1-yl)phenol